6-(Benzo[d][1,3]dioxol-5-yl)-N-(1H-indol-3-yl)-3,4-dihydroisoquinoline-2(1H)-carboxamide O1COC2=C1C=CC(=C2)C=2C=C1CCN(CC1=CC2)C(=O)NC2=CNC1=CC=CC=C21